(S)-3-(5-((4-(3-((2-(1-hydroxyethyl)-1H-imidazol-1-yl)methyl)isoxazole-5-yl)phenyl)ethynyl)pyridin-2-yl)propanoic acid ethyl ester C(C)OC(CCC1=NC=C(C=C1)C#CC1=CC=C(C=C1)C1=CC(=NO1)CN1C(=NC=C1)[C@H](C)O)=O